3-[2-(dimethylamino)ethyl]indole-1-carboxylic acid isopropyl ester C(C)(C)OC(=O)N1C=C(C2=CC=CC=C12)CCN(C)C